C(#N)NC1CC(C1)C(=O)NC=1SC(=CN1)[C@H]1[C@@H](CCCC1)C (1r,3r)-3-(cyanoamino)-N-{5-[(1R,2R)-2-methylcyclohexyl]-1,3-thiazol-2-yl}cyclobutane-1-carboxamide